C(=O)(O)C(CCCCCCC1=CC=C(C=C1)CCCCC1CC1)(C)C 1-(4-(4-(7-carboxy-7-methyloctyl)phenyl)butyl)cyclopropane